C(C#C)C1C(=O)OCCCC1 propargyl-epsilon-caprolactone